FC1=C(C=C(C=C1)OC(F)(F)F)NC(OC1C(NC1C1=CC(=CC=2CC(OC21)[C@H]2C(NC(CC2)=O)=O)F)C)=O 4-(((S)-2,6-dioxopiperidin-3-yl)-5-fluoro-2,3-dihydrobenzofuran-7-yl)-2-methylazetidin-3-yl (2-fluoro-5-(trifluoromethoxy)phenyl)carbamate